(S)-5-(3-fluoro-4-((6-methylpyridin-2-yl)oxy)phenyl)-6-(pyrrolidin-3-yl-methyl)-7,8-dihydro-6H-imidazo[1',2':1,5]pyrrolo[2,3-d]pyrimidin-4-amine FC=1C=C(C=CC1OC1=NC(=CC=C1)C)C1=C2N(C=3N=CN=C(C31)N)CCN2C[C@@H]2CNCC2